1-(1H-Benzoimidazol-5-yl)-4-(cyclopentylimino)-5-(1H-indol-5-yl)-imidazolidin-2-on N1C=NC2=C1C=CC(=C2)N2C(NC(C2C=2C=C1C=CNC1=CC2)=NC2CCCC2)=O